NC=1SC(=C(N1)C(=O)OC)C1CCC1 methyl 2-amino-5-cyclobutylthiazole-4-carboxylate